2,5-bis(4-(bis(4-methoxyphenyl)amino)styryl)benzene COC1=CC=C(C=C1)N(C1=CC=C(C=CC2=CC=C(C=C2)C=CC2=CC=C(C=C2)N(C2=CC=C(C=C2)OC)C2=CC=C(C=C2)OC)C=C1)C1=CC=C(C=C1)OC